methyl-(2S)-2-{[(1S,2R,3S,6R,7S,9R)-9-hydroxy-4-azatricyclo[5.2.1.0^{2,6}]decan-3-yl]formamido}-3-[(3S)-2-oxopyrrolidin-3-yl]propanamide hydrochloride Cl.C[C@@](C(=O)N)(C[C@H]1C(NCC1)=O)NC(=O)[C@@H]1[C@H]2[C@H]3[C@@H](C[C@@H]([C@H]2CN1)C3)O